Acetic acid [(2s,3s,4e,6r,7r,10r)-7,10-dihydroxy-2-[(2e,4e)-6-hydroxy-6-phenylhept-2,4-dien-2-yl]-3,7-dimethyl-12-oxo-1-oxocyclododec-4-en-6-yl] ester O[C@]1([C@@H](/C=C/[C@@H]([C@H](C(C(C[C@@H](CC1)O)=O)=O)\C(\C)=C\C=C\C(C)(C1=CC=CC=C1)O)C)OC(C)=O)C